5-(piperidin-4-ylamino)quinoline-2-carbonitrile hydrochloride Cl.N1CCC(CC1)NC1=C2C=CC(=NC2=CC=C1)C#N